4-(5-fluoro-2-(4-fluorophenoxy)pyridin-3-yl)-6-methyl-1,6-dihydro-7H-pyrrolo[2,3-c]pyridin-7-one FC=1C=C(C(=NC1)OC1=CC=C(C=C1)F)C=1C2=C(C(N(C1)C)=O)NC=C2